4,6-dimethylpyridin-3-sulfonyl chloride CC1=C(C=NC(=C1)C)S(=O)(=O)Cl